(7-chlorobenzo[d]thiazol-2-yl)methyl (4-nitrophenyl) carbonate C(OCC=1SC2=C(N1)C=CC=C2Cl)(OC2=CC=C(C=C2)[N+](=O)[O-])=O